CC1(CCN(CC1)C1=CC=C(C=C1)N1C(SC2=C1C(=C(C(=C2)F)O)F)=O)C 3-(4-(4,4-Dimethylpiperidin-1-yl)phenyl)-4,6-difluoro-5-hydroxybenzo[d]thiazol-2(3H)-one